2,3-DIFLUORO-6-BENZYLOXYPHENYLBORONIC ACID FC1=C(C(=CC=C1F)OCC1=CC=CC=C1)B(O)O